ClCCCNC(C1=CC=CC=C1)(C1=CC=CC=C1)C1=CC=CC=C1 3-chloro-N-trityl-propylamine